1-(5-((4-(7-fluorochroman-4-yl)piperidin-1-yl)methyl)-1-oxoisoindolin-2-yl)dihydropyrimidine-2,4(1H,3H)-dione FC1=CC=C2C(CCOC2=C1)C1CCN(CC1)CC=1C=C2CN(C(C2=CC1)=O)N1C(NC(CC1)=O)=O